[Cl-].[Cl-].C(C)C=1C(C2=CC=CC(=C2C1)C1=CC=C(C=C1)CC)[Zr+2]C1C(=CC2=C(C=CC=C12)C1=CC=C(C=C1)CC)CC bis(2-ethyl-4-(4-ethyl-phenyl)-indenyl)zirconium dichloride